OC1=CC=C(C=C1)C=1C(N(C=CC1C)C)=O 3-(4-hydroxyphenyl)-1,4-dimethylpyridin-2(1H)-one